3-[2-[2-[2-[2-[2-[2-[2-[2-[2-[3-oxo-3-(2,3,5,6-tetrafluorophenoxy)propoxy]ethoxy]ethoxy]ethoxy]ethoxy]ethoxy]ethoxy]ethoxy]ethoxy]ethoxy]propanoic acid O=C(CCOCCOCCOCCOCCOCCOCCOCCOCCOCCOCCC(=O)O)OC1=C(C(=CC(=C1F)F)F)F